C12N(CC(C(C1)C(=O)OC)C2)C(=O)OC(C)(C)C 2-tert-butyl 5-methyl (-)-2-azabicyclo[2.2.1]heptane-2,5-dicarboxylate